[Na+].N1(C=CC=C1)C=1C=C(C=CC1)[C@H](CC(=O)[O-])NC(=O)NC1C(N(C=CC1=O)C)=O (S)-3-(3-(1H-pyrrol-1-yl)phenyl)-3-(3-(1-methyl-4-oxo-2-oxo-1,2-dihydropyridin-3-yl)ureido)propanoic acid sodium salt